NC1=C(C=CC(=N1)N1CCN(CCC1)C(=O)OC(C)(C)C)[N+](=O)[O-] tert-butyl 4-(6-amino-5-nitro-2-pyridyl)-1,4-diazepane-1-carboxylate